The molecule is a D-ribose 1,5-diphosphate(4-) in which the anomeric centre has alpha-configuration. It is a conjugate base of an alpha-D-ribose 1,5-bisphosphate. C([C@@H]1[C@H]([C@H]([C@H](O1)OP(=O)([O-])[O-])O)O)OP(=O)([O-])[O-]